FC(C(=O)O)(F)F.BrC=1C(=NC(=NC1)NC1=C(C(=CC=C1)OC)F)NC=1C=CC2=C(NC(O2)=O)C1 5-(5-bromo-2-(2-fluoro-3-methoxyphenylamino)pyrimidin-4-ylamino)benzo[d]oxazol-2(3H)-one trifluoroacetate salt